4-bromo-2-(tert-butyl)-7-fluoro-2,3-dihydrobenzo[d]isothiazole 1,1-dioxide BrC1=CC=C(C2=C1CN(S2(=O)=O)C(C)(C)C)F